ClC1=C(C=CC=C1)CC(=O)NC1=CC(=C2CCN(CC2=C1)C1=NC=C(C=C1)C)S(N)(=O)=O 2-(2-chlorophenyl)-N-(2-(5-methylpyridin-2-yl)-5-sulfamoyl-1,2,3,4-tetrahydroisoquinolin-7-yl)acetamide